FCOC1=C(C=CC(=C1)S(=O)(=O)C)NCC#CC=1N(C=2C=CC=C(C2C1)NC1CCC(CC1)N1CC2(COC2)C1)CC(F)(F)F 2-(3-{[2-(fluoro-methoxy)-4-methane-sulfonylphenyl]amino}prop-1-yn-1-yl)-N-[(1R,4R)-4-{2-oxa-6-azaspiro[3.3]heptan-6-yl}cyclohexyl]-1-(2,2,2-trifluoroethyl)-1H-indol-4-amine